C1NC[C@H]2[C@@H]1CC(C2)C2=CC=C(CN1C=CC3=CC(=CC=C13)N1N=C(C=C1)C(=O)N)C=C2 1-(1-(4-((3aR,5r,6aS)-octahydrocyclopenta[c]pyrrol-5-yl)benzyl)-1H-indol-5-yl)-1H-pyrazole-3-carboxamide